2-(7-chloro-3-(2-hydroxy-prop-2-yl)-2-oxo-5-phenyl-2,3-dihydro-1H-benzo[e][1,4]diazepin-1-yl)acetic acid methyl ester COC(CN1C(C(N=C(C2=C1C=CC(=C2)Cl)C2=CC=CC=C2)C(C)(C)O)=O)=O